FC=1C=CC(=C2C=C(N(C12)CCNC1=CC(=NC=N1)C=1C=C2[C@H](NC(C2=CC1)=O)CCC)C)OC |r| rac-5-{6-[2-(7-Fluoro-4-methoxy-2-methyl-indol-1-yl)-ethylamino]-pyrimidin-4-yl}-3-propyl-2,3-dihydro-isoindol-1-one